C(C)(C)(C)NC(C(=O)O)=O (TERT-BUTYLAMINO)(OXO)ACETIC ACID